[C@@H]12CN(C[C@@H](N1)C2)C2=NC(=NC1=C(C(=C(C=C21)F)C2=CC(=CC1=CC=CC=C21)O)F)OC[C@H]2N(C[C@@H](C2)F)C 4-(4-((1R,5S)-3,6-diazabicyclo[3.1.1]heptan-3-yl)-6,8-difluoro-2-(((2S,4R)-4-fluoro-1-methylpyrrolidin-2-yl)methoxy)quinazolin-7-yl)naphthalen-2-ol